C(C)OC([C@@H](NC1C(CC(CC1)CC1CC(C(CC1)N[C@@H](CC(=O)OCC)C(=O)OCC)C)C)CC(=O)OCC)=O |r| methylenebis(2-methyl-cyclohexane-4,1-diyl)bis-DL-aspartic acid tetraethyl ester